2-(methylthio)-4-((tetrahydro-2H-pyran-4-yl)amino)pyrimidine CSC1=NC=CC(=N1)NC1CCOCC1